1-(3-bromo-6-tert-butyl-5-methyl-2-pyridyl)-4,4-difluoro-azepane BrC=1C(=NC(=C(C1)C)C(C)(C)C)N1CCC(CCC1)(F)F